tert-butyl 2-methyl-4-(2-methyl-4-(6-(1-methyl-1H-pyrazol-4-yl)pyrrolo[2,1-f][1,2,4]triazin-4-yl)benzyl)-3-oxopiperazine-1-carboxylate CC1N(CCN(C1=O)CC1=C(C=C(C=C1)C1=NC=NN2C1=CC(=C2)C=2C=NN(C2)C)C)C(=O)OC(C)(C)C